8-fluoro-1-[trans-4-(pyridin-2-yloxy)cyclohexyl]-4H-[1,2,4]triazolo[4,3-a]benzazepin-5(6H)-one FC=1C=CC2=C(CC(CC=3N2C(=NN3)[C@@H]3CC[C@H](CC3)OC3=NC=CC=C3)=O)C1